1-cyano-N-(6-phenylpyridin-3-yl)pyrrolidine-3-carboxamide C(#N)N1CC(CC1)C(=O)NC=1C=NC(=CC1)C1=CC=CC=C1